C(C)(=O)C=1C=C(C=CC1)NC(=O)NC=1C=C2C(N(C=NC2=CC1)CCCC)=O 1-(3-acetylphenyl)-3-(3-butyl-4-oxo-3,4-dihydroquinazolin-6-yl)urea